C(CCCCCCC)OC(/C=C/C(=O)OCCCC)=O fumaric acid butyl octyl ester